OC=1C=CC(=C(C1)C1=C(C=CC=C1)C)NS(=O)(=O)C1=CC=C(C=C1)C N-(5-hydroxy-2'-methyl-[1,1'-biphenyl]-2-yl)-4-methylbenzenesulfonamide